N1(C=CC=C1)CCC1=CNC2=CC=CC=C12 3-(2-(1H-pyrrol-1-yl)ethyl)-1H-indole